NC1=C(C(=CC(=C1)F)C1=CNC(C=C1)=O)C1=C(C=C(C(=C1)Cl)C(=O)NC1=CC(=NC=C1)C(F)(F)F)F 2'-amino-5-chloro-2,4'-difluoro-6'-(6-oxo-1,6-dihydropyridin-3-yl)-N-(2-(trifluoromethyl)pyridin-4-yl)-[1,1'-biphenyl]-4-carboxamide